benzyl (3R,4R)-3-fluoro-4-[3-[5-(methoxymethoxy)-2-methyl-1,3-benzothiazol-6-yl] pyrrolo[2,3-C]pyridazin-7-yl]-2,2-dimethyl-piperidine-1-carboxylate F[C@H]1C(N(CC[C@H]1N1C=CC2=C1N=NC(=C2)C2=CC1=C(N=C(S1)C)C=C2OCOC)C(=O)OCC2=CC=CC=C2)(C)C